3-(2,7-dimethyl-1-oxooct-6-en-4-yl)-4-methoxybenzonitrile CC(C=O)CC(CC=C(C)C)C=1C=C(C#N)C=CC1OC